4-((3-methoxy-4-nitrophenyl)sulfonyl)morpholine COC=1C=C(C=CC1[N+](=O)[O-])S(=O)(=O)N1CCOCC1